N-[2-[ethyl(2-methylphenyl)amino]ethyl]-2-[[(5-methyl-3-isoxazolyl)methyl]thio]-3-pyridinecarboxamide C(C)N(CCNC(=O)C=1C(=NC=CC1)SCC1=NOC(=C1)C)C1=C(C=CC=C1)C